C(C)(C)OC=1C(=NC(=CC1)C(=O)NC=1C(=NN(C1)C)C1=NC=C(C=C1)OC)C=1C=NC=CC1 Isopropoxy-N-(3-(5-methoxypyridin-2-yl)-1-methyl-1H-pyrazol-4-yl)-[2,3'-bipyridine]-6-carboxamide